tert-Butyl (1R,5S)-3-((R or S)-6-chloro-2-(3-(dimethylamino) azetidin-1-yl)-8-fluoro-7-(3-hydroxynaphthalen-2-yl)quinazolin-4-yl)-3,8-diazabicyclo[3.2.1]octane-8-carboxylate ClC=1C=C2C(=NC(=NC2=C(C1C1=CC2=CC=CC=C2C=C1O)F)N1CC(C1)N(C)C)N1C[C@H]2CC[C@@H](C1)N2C(=O)OC(C)(C)C